IC1=CC=C(C=C1)NC(=O)N1CCC(CC1)N1C(NC2=C1C=CC=C2N2N=CC(=C2)C(=O)O)=O 1-(1-(1-((4-iodophenyl)carbamoyl)piperidin-4-yl)-2-oxo-2,3-dihydro-1H-benzo[d]imidazol-4-yl)-1H-pyrazole-4-carboxylic acid